C1(=CC=CC=C1)C1=CC2=C(SC(=C2)C2=CC=C(C=C2)C2=CC3=C(C=C2)C=2SC4=C(C2S3)C=CC(=C4)C4=CC=C(C=C4)C4=CC3=C(S4)C=CC(=C3)C3=CC=CC=C3)C=C1 2,7-bis(4-(5-phenylbenzo[b]thiophen-2-yl)phenyl)[1]benzothieno[3,2-b][1]benzothiophene